6'-chloro-5'-methyl-2H-[1,3'-bipyridin]-2-one ClC1=C(C=C(C=N1)N1C(C=CC=C1)=O)C